1,1,1,2,3,4-hexafluoro-2-butene FC(C(=C(CF)F)F)(F)F